bromo-(1,1'-biphenyl)-4-carbonitrile BrC1=C(C=CC(=C1)C#N)C1=CC=CC=C1